COC(CCC(N1C(C2=CC=CC(=C2C1)OCC1=CC=C(C=C1)CN1CCN(CC1)CC1CC1)=O)C(N)=O)=O 4-carbamoyl-4-{4-[4-(4-cyclopropylmethyl-piperazin-1-ylmethyl)-benzyloxy]-1-oxo-1,3-dihydro-isoindol-2-yl}-butyric acid methyl ester